COC=1C=C(\C=N\NC(=O)C2=NC=C(N=C2)C(C)C)C=C(C1)OC (E)-N'-(3,5-dimethoxybenzylidene)-5-isopropylpyrazine-2-carbohydrazide